O1C(=NC=C1)C1=CC=C(OC2=CC=C(C=C2)CN2[C@@H]3CN([C@H](C2)C3)CC3=CC=C(C(=O)O)C=C3)C=C1 4-[[(1S,4S)-5-[[4-[4-(2-oxazolyl)phenoxy]phenyl]methyl]-2,5-diazabicyclo[2.2.1]hept-2-yl]methyl]-benzoic acid